O=C1C(=C(C=NN1)N[C@H](COC1(C=C2NC(C3N(C2=NC1)CCNC3)=O)C(F)(F)F)C)C(F)(F)F 3-((S)-2-((6-oxo-5-(trifluoromethyl)-1,6-dihydropyridazin-4-yl)amino)propoxy)-3-(trifluoromethyl)-7,8,9,10-tetrahydro-5H-pyrazino[1,2-a]pyrido[3,2-e]pyrazin-6(6aH)-one